CO[C@H]([C@H](N)C(=O)O)C O-methyl-allothreonine